BrC=1C=C2C3(C(N(C(C2=CC1)=O)CC(=O)NC1=NC=C(C=N1)Cl)=O)CC3 2-(6'-Bromo-1',3'-dioxo-spiro[cyclopropane-1,4'-isoquinolin]-2'-yl)-N-(5-chloropyrimidin-2-yl)acetamide